FC1(CCC1)F Difluorocyclobutane